N1CCC(CC1)O[C@@H]1CN(CC1)C(=O)OC(C)(C)C t-Butyl (S)-3-(piperidine-4-oxy)pyrrolidine-1-carboxylate